5-(trans-2-nonenyl)-dihydroxybenzoic acid C(\C=C\CCCCCC)C=1C=C(C(=C(C(=O)O)C1)O)O